[C@H]12CN(C[C@H](CC1)N2)C=2C1=C(N=C(N2)OCC23CCCN3CCC2)C(=C(N=C1)C1=CC(=CC2=CC=C(C(=C12)C#C)F)C#N)F 4-(4-((1R,5S)-3,8-diazabicyclo[3.2.1]octan-3-yl)-8-fluoro-2-((tetrahydro-1H-pyrrolizin-7a(5H)-yl)methoxy)pyrido[4,3-d]pyrimidin-7-yl)-5-ethynyl-6-fluoro-2-naphthonitrile